3-Amino-7-cyclopropyl-4-(7-fluoro-1H-indazol-4-yl)-5-hydroxy-1H-1,6-naphthyridin-2-one NC=1C(NC2=CC(=NC(=C2C1C1=C2C=NNC2=C(C=C1)F)O)C1CC1)=O